C(C)C1=NN(C2=C1C(NCC1(CCOCC1)C2)=O)C[C@H](COC(C2=CC=C(C=C2)F)=O)C 4-Fluorobenzoic acid [(2R)-3-(3-ethyl-4-oxo-spiro[6,8-dihydro-5H-pyrazolo[4,3-c]azepin-7,4'-tetrahydropyran]-1-yl)-2-methyl-propyl] ester